Methyl ((2S)-1-(3-(((S)-1-(cyclopropylamino)-6,6-difluoro-1,2-dioxoheptan-3-yl)carbamoyl)-8,8-difluoro-2-azaspiro[4.5]decan-2-yl)-3,3-dimethyl-1-oxobutan-2-yl)carbamate C1(CC1)NC(C([C@H](CCC(C)(F)F)NC(=O)C1N(CC2(C1)CCC(CC2)(F)F)C([C@H](C(C)(C)C)NC(OC)=O)=O)=O)=O